2-(4-Hydroxy-7-iodo-cinnoline-3-carboxamido)acetic acid OC1=C(N=NC2=CC(=CC=C12)I)C(=O)NCC(=O)O